3-cyclopropyl-6-methyl-3,4-dihydroacridine-1,9(2H,10H)-dione C1(CC1)C1CC(C=2C(C3=CC=C(C=C3NC2C1)C)=O)=O